5-chloro-3-cyclopropyl-N-((8-methylimidazo[1,2-a]pyridin-2-yl)methyl)pyrazolo[1,5-a]pyrimidin-7-amine ClC1=NC=2N(C(=C1)NCC=1N=C3N(C=CC=C3C)C1)N=CC2C2CC2